ClCC(=O)NC1=NC=C(C(=C1)OC)OC 2-chloro-N-(4,5-dimethoxypyridin-2-yl)acetamide